C(C)(=O)C1=CN(C2=CC=C(C=C12)C=1C=NC(=NC1)C)CC(=O)N1[C@@H](C[C@H](C1)F)C(=O)NCC1=C(C(=CC=C1)Cl)F (2S,4R)-1-(2-(3-acetyl-5-(2-methylpyrimidin-5-yl)-1H-indol-1-yl)acetyl)-N-(3-chloro-2-fluorobenzyl)-4-fluoropyrrolidine-2-carboxamide